6-(thiophen-2-yl)-pyridine S1C(=CC=C1)C1=CC=CC=N1